CC(CCCC(C)=O)CCC=C(C)C 6,10-dimethyl-9-undecen-2-one